C(C1=CC=CC=C1)NC(N(C1=C(C=C(C=C1)C=1C=NN(C1)C)F)[C@@H]1CC[C@H](CC1)NC1=NC=C(C=C1)C#N)=O 3-benzyl-1-(trans-4-((5-cyanopyridin-2-yl)amino)-cyclohexyl)-1-(2-fluoro-4-(1-methyl-1H-pyrazol-4-yl)phenyl)urea